(3-(ethylthio)-5-(6-fluoro-3,4-Dihydroisoquinolin-2(1H)-yl)-2-nitrophenyl)methanol C(C)SC=1C(=C(C=C(C1)N1CC2=CC=C(C=C2CC1)F)CO)[N+](=O)[O-]